N-[3-chloro-4-[4-[2-(dimethylamino)acetyl]piperazine-1-carbonyl]phenyl]-5-[4-(difluoromethoxy)-2,3-difluoro-phenyl]-1-methyl-imidazole-2-carboxamide ClC=1C=C(C=CC1C(=O)N1CCN(CC1)C(CN(C)C)=O)NC(=O)C=1N(C(=CN1)C1=C(C(=C(C=C1)OC(F)F)F)F)C